S(=O)(=O)(ON1[C@@H]2CC[C@H](N(C1=O)C2)C(N)=O)OCC2(C(OCCC2)=O)C (1R,2S,5R)-2-carbamoyl-7-oxo-1,6-diazabicyclo[3.2.1]octan-6-yl ((3-methyl-2-oxotetrahydro-2H-pyran-3-yl) methyl) sulfate